ClC=1C=C(C=CC1F)C=1C=C(C=2OCCN(C2N1)C(=O)OC(C)(C)C)NC1=CC=NC=C1 tert-butyl 6-(3-chloro-4-fluorophenyl)-8-[(pyridin-4-yl)amino]-2H,3H,4H-pyrido[3,2-b][1,4]oxazine-4-carboxylate